[NH4+].N1C=CC2=CC=C3C(=C12)C=CC=C3 benzoindole ammonium salt